(5-methyl-4-(2-oxo-2,3-dihydrobenzo[d]oxazol-5-ylamino)pyrimidin-2-ylamino)-2-(trifluoromethyl)benzoic acid CC=1C(=NC(=NC1)NC=1C(=C(C(=O)O)C=CC1)C(F)(F)F)NC=1C=CC2=C(NC(O2)=O)C1